C(C)NC(CN1N=C(C=CC1=O)C=1C=NC(=CC1)CC(F)(F)F)=O N-ethyl-2-(6-oxo-3-(6-(2,2,2-trifluoroethyl)pyridin-3-yl)pyridazin-1(6H)-yl)acetamide